1-(4-((1R,5S,8S)-8-amino-3-azabicyclo[3.2.1]octan-3-yl)pyrido[4,3-d]pyrimidin-7-yl)-8-ethynylnaphthalen-2-ol NC1[C@H]2CN(C[C@@H]1CC2)C=2C1=C(N=CN2)C=C(N=C1)C1=C(C=CC2=CC=CC(=C12)C#C)O